2-[(2-Cyclopropylethylamino)methyl]-6-[3-[1-(4-methyl-1,2,4-triazol-3-yl)cyclobutyl]phenyl]-4-(trifluoromethyl)-1H-pyrrolo[2,3-c]pyridin-7-one C1(CC1)CCNCC1=CC2=C(C(N(C=C2C(F)(F)F)C2=CC(=CC=C2)C2(CCC2)C2=NN=CN2C)=O)N1